ClC1=CC(=NC=C1C#N)N1CCC(CC1)(F)F 4-chloro-6-(4,4-difluoropiperidin-1-yl)nicotinonitrile